(6S)-1-methyl-4-oxo-spiro[piperidine-6,1'-tetrahydronaphthalene]-3-carboxylic acid ethyl ester C(C)OC(=O)C1CN([C@@]2(CCCC3=CC=CC=C23)CC1=O)C